ethyl 2-((2R,5S)-2-(3-methoxyphenyl)-5-methylpiperidin-1-yl)-2-oxoacetate COC=1C=C(C=CC1)[C@@H]1N(C[C@H](CC1)C)C(C(=O)OCC)=O